Gamma-allyl-L-glutamate C(C=C)C(C[C@H](N)C(=O)[O-])C(=O)[O-]